4,4'-dichloromethyl-biphenyl octacosanyl-myristate C(CCCCCCCCCCCCCCCCCCCCCCCCCCC)OC(CCCCCCCCCCCCC)=O.ClCC1=CC=C(C=C1)C1=CC=C(C=C1)CCl